ClC=1N(C(=C(C1C(=O)OCC)C)C(C(N[C@H](C(F)(F)F)C)=O)=O)C ethyl (S)-2-chloro-1,4-dimethyl-5-(2-oxo-2-((1,1,1-trifluoroprop-2-yl)amino)acetyl)-1H-pyrrole-3-carboxylate